COCCOC[C@H]1N2CC(C[C@@]2(CC1)C(=O)OC)=C methyl (5S,7aS)-5-((2-methoxyethoxy)methyl)-2-methylenetetrahydro-1H-pyrrolizine-7a(5H)-carboxylate